OCCC(C(O)(O)O)(N)CCO Bis(2-hydroxyethyl)amino(trihydroxymethyl)methane